[Br-].OCCN1CN(C=C1)C 1-(2-hydroxyethyl)-3-methyl-imidazole bromide